C(C)(C)(C)OC(=O)N1CC(C1)(C)[C@@](C1=CC(=CC=C1)C(NC(C=O)C1CCOCC1)=O)(C1=CC=C(C=C1)C(C)C)O.COC1=C(C(=CC(=C1)OC)OC)P(C1=C(C=C(C=C1OC)OC)OC)C1=C(C=C(C=C1OC)OC)OC tri(2,4,6-trimethoxyphenyl)phosphine tert-butyl-3-((1S)-hydroxy(4-isopropylphenyl)(3-((2-oxo-1-(tetrahydro-2H-pyran-4-yl)ethyl)carbamoyl)phenyl)methyl)-3-methylazetidine-1-carboxylate